CN(C(OC(C)(C)C)=O)OCCOCCOCCOCCOCC=O tert-butyl N-methyl-N-[2-[2-[2-[2-(2-oxoethoxy)ethoxy]ethoxy]ethoxy]ethoxy]carbamate